C(CCCCCCCCCCC)N(C)CC(=O)O.N=O nitroxyl lauryl-sarcosinate